2-methyl-N-(4-(N-(3-(4-propylpiperazin-1-yl)benzoyl)sulfamoyl)naphthalen-1-yl)benzamide CC1=C(C(=O)NC2=CC=C(C3=CC=CC=C23)S(NC(C2=CC(=CC=C2)N2CCN(CC2)CCC)=O)(=O)=O)C=CC=C1